C(C)(C)(C)OC(=O)NC(C(=O)[O-])CC1=NC(=NO1)C1=CC=C(C=C1)OC1=NC=C(C=C1F)C1=CC=NN1C1OCCCC1 (tert-butoxycarbonylamino)-3-(3-(4-((3-fluoro-5-(1-(tetrahydro-2H-pyran-2-yl)-1H-pyrazol-5-yl)pyridin-2-yl)oxy)phenyl)-1,2,4-oxadiazol-5-yl)propanoate